(3R,4R)-4-methyl-5-oxopyrrolidine-3-carboxylic acid [1-phenyl-5-(3-(trifluoromethoxy)phenyl)-1H-pyrazol-3-yl]amide C1(=CC=CC=C1)N1N=C(C=C1C1=CC(=CC=C1)OC(F)(F)F)NC(=O)[C@H]1CNC([C@@H]1C)=O